(2R,3S)-2-(4-Cyclopentylaminophenyl)-1-(2-fluoro-6-methylbenzoyl)piperidine-3-carboxylic acid (3-chloro-4-methylphenyl)amide ClC=1C=C(C=CC1C)NC(=O)[C@@H]1[C@@H](N(CCC1)C(C1=C(C=CC=C1C)F)=O)C1=CC=C(C=C1)NC1CCCC1